NC1=NNC2=C(C=C(C(=C12)OC1=C(C=CC(=C1)F)Cl)NC(C1=CC(=CC(=C1)C(F)(F)F)F)=O)CNC N-[3-amino-4-(2-chloro-5-fluorophenoxy)-7-[(methylamino)methyl]-1H-indazol-5-yl]-3-fluoro-5-(trifluoromethyl)benzamide